CN1C(=C(C2=NC=CC(=C21)C2=CC=CC=C2)C(=O)N2CC(CCC2)COC2=C(C=CC=C2)C)C2=CC=CC=C2 (1-methyl-2,7-diphenyl-1H-pyrrolo[3,2-b]pyridin-3-yl)(3-((o-tolyloxy)methyl)piperidin-1-yl)methanone